(2R,3R,5S)-3,5-dihydroxy-2-(hydroxymethyl)-6-((5-(2-hydroxypropan-2-yl)-2-methylcyclohexyl)oxy)tetrahydro-4H-pyran-4-one O[C@@H]1[C@H](OC([C@@H](C1=O)O)OC1C(CCC(C1)C(C)(C)O)C)CO